1-(4-(4-(1-(dimethylglycyl)-1,2,3,6-tetrahydropyridin-4-yl)benzyl)phenyl)-5-methyl-1H-pyrazole-3-carboxamide CN(CC(=O)N1CCC(=CC1)C1=CC=C(CC2=CC=C(C=C2)N2N=C(C=C2C)C(=O)N)C=C1)C